6-benzyl-4-((5-(2,4-difluoro-3-hydroxyphenyl)-1,3,4-thiadiazol-2-yl)methyl)-4,6-diazaspiro[2.4]heptane-5,7-dione C(C1=CC=CC=C1)N1C(N(C2(CC2)C1=O)CC=1SC(=NN1)C1=C(C(=C(C=C1)F)O)F)=O